4-butyl-1-(3-hydroxyprop-1-en-1-yl)cyclohexan-1-ol C(CCC)C1CCC(CC1)(O)C=CCO